1-[2-amino-6-(3,5-dimethoxyphenyl)-pyrido(2,3-D)-pyrimidin-7-yl]-3-t-butylurea NC=1N=CC2=C(N1)N=C(C(=C2)C2=CC(=CC(=C2)OC)OC)NC(=O)NC(C)(C)C